C(CCC=C)=O (E) and (Z)-pent-4-ene-1-one